BrCC1=CC=C(S1)C#N 5-(bromomethyl)thiophene-2-carbonitrile